2,3,6-trifluorobromobenzene C1=CC(=C(C(=C1F)F)Br)F